ClC=1C(=NC(=NC1)NC1=C(C=C(C(=C1)C)CC=O)OC)NC1=C(C(=O)NC)C=CC=C1 2-((5-chloro-2-((2-methoxy-5-methyl-4-(2-oxoethyl)phenyl)amino)pyrimidin-4-yl)amino)-N-methylbenzamide